O=S1(C[C@@H](C=C1)NC(=O)C1=CC(=C(NC1=O)C1=CC=CC=C1)N(C(OC(C)(C)C)=O)C)=O tert-butyl (R)-(5-((1,1-dioxido-2,3-dihydrothiophen-3-yl)carbamoyl)-6-oxo-2-phenyl-1,6-dihydropyridin-3-yl)(methyl)carbamate